ClC=1C=C2C(=NC1)N(N=C2C=2N=CC1=C(N2)N(C=C1F)[C@@H]1[C@H](C2CCC1CC2)C(=O)N)C(C2=CC=CC=C2)(C2=CC=CC=C2)C2=CC=CC=C2 (2S,3S)-3-(2-(5-chloro-1-(triphenylmethyl)-1H-pyrazolo[3,4-b]pyridin-3-yl)-5-fluoro-7H-pyrrolo[2,3-d]pyrimidin-7-yl)bicyclo[2.2.2]octane-2-carboxamide